ClC=1C=CC(=C(C1)C1=C(N=NC(=C1)OC)OC)N1N=NC(=C1)Cl 4-(5-chloro-2-(4-chloro-1H-1,2,3-triazol-1-yl)phenyl)-3,6-dimethoxypyridazine